2-(2-(cyclohept-1-en-1-yl)-6-(1,4-diazepan-1-yl)-5-ethyl-7-oxo-[1,2,4]triazolo[1,5-a]pyrimidin-4(7H)-yl)-N-(4-(pentafluoro-λ6-sulfaneyl)phenyl)acetamide C1(=CCCCCC1)C1=NN2C(N(C(=C(C2=O)N2CCNCCC2)CC)CC(=O)NC2=CC=C(C=C2)S(F)(F)(F)(F)F)=N1